(4-hydroxymethyl-2,5-dioxo-imidazolidin-4-yl)-urea OCC1(NC(NC1=O)=O)NC(=O)N